C(#N)C=1N=CC(=NC1)NC=1N=CN(C1)C1=CC=C(C=C1)N1CCN(CC1)C(=O)OC(C)(C)C tert-butyl 4-(4-{4-[(5-cyanopyrazin-2-yl)amino]imidazol-1-yl}phenyl)piperazine-1-carboxylate